2-({[(4-methylphenyl)sulfonyl]Oxy}methyl)morpholine-4-carboxylic acid tert-butyl ester C(C)(C)(C)OC(=O)N1CC(OCC1)COS(=O)(=O)C1=CC=C(C=C1)C